N1(N=CC=C1)CC1=NC=NO1 5-((1H-pyrazol-1-yl)methyl)-1,2,4-oxadiazol